2'-chloro-4-[(4-methoxyphenyl)methoxy]-5',6-dimethyl-[1,4'-bipyridin]-2-one ClC1=NC=C(C(=C1)N1C(C=C(C=C1C)OCC1=CC=C(C=C1)OC)=O)C